6-((benzyloxy)methyl)tetrahydro-2H-pyran-3-carboxylic acid C(C1=CC=CC=C1)OCC1CCC(CO1)C(=O)O